COC([C@H](N)C(=O)O)(C)C BETA-METHOXYVALINE